N-[5-[2-[[4-(dimethyl-amino)cyclohexyl]-amino]-8-isopropyl-7-oxo-pteridin-6-yl]-6-methyl-2-pyridyl]-3,3,3-trifluoropropane-1-sulfonamide CN(C1CCC(CC1)NC1=NC=2N(C(C(=NC2C=N1)C=1C=CC(=NC1C)NS(=O)(=O)CCC(F)(F)F)=O)C(C)C)C